tert-butyl (2S,4R)-2-[[6-[8-ethyl-7-fluoro-3-(methoxymethoxy)-1-naphthyl]-4-(1,4-oxazepan-4-yl)-5-oxo-7H-pyrrolo[3,4-d]pyrimidin-2-yl]oxymethyl]-4-methoxy-pyrrolidine-1-carboxylate C(C)C=1C(=CC=C2C=C(C=C(C12)N1CC=2N=C(N=C(C2C1=O)N1CCOCCC1)OC[C@H]1N(C[C@@H](C1)OC)C(=O)OC(C)(C)C)OCOC)F